N3-(4-(hydroxymethyl)tetrahydro-2H-pyran-4-yl)-5-((4-methylthiazol-5-yl)methoxy)benzofuran-2,3-dicarboxamide OCC1(CCOCC1)NC(=O)C1=C(OC2=C1C=C(C=C2)OCC2=C(N=CS2)C)C(=O)N